BrC1=CC2=CN(N=C2C=C1OC)C1CN(C1)C 5-bromo-6-methoxy-2-(1-methylazetidin-3-yl)-2H-indazole